CC1N=CC=2C=C(C=NC2C1)C(F)(F)F 7-methyl-3-(trifluoromethyl)-7,8-dihydro-1,6-naphthyridin